4-(((5z,8z,11z,14z,17z)-eicosa-5,8,11,14,17-pent-en-1-yl)amino)butan-1-ol C(CCC\C=C/C\C=C/C\C=C/C\C=C/C\C=C/CC)NCCCCO